P(=O)(O)(O)O.FC=1C=C(C=CC1C=1C=NC(=CC1)C=1N=NN(N1)CC)N1C(O[C@@H](C1)C(C(F)F)O)=O (S)-3-(3-fluoro-4-(6-(2-ethyl-2H-tetrazol-5-yl)pyridin-3-yl)phenyl)-5-(1-hydroxy-2,2-difluoro-ethyl)oxazolidin-2-one phosphate